C(N)(=O)C1=CC2=C(N(C(=N2)NC(=O)C2=C(N=C(O2)C)C)C\C=C\CN2C(=NC3=C2C=CC(=C3)C(N)=O)NC(=O)C3=C(N=C(O3)C)C)C(=C1)C (E)-N-(5-carbamoyl-1-(4-(5-carbamoyl-2-(2,4-dimethyloxazole-5-carboxamido)-1H-benzo[d]imidazol-1-yl)but-2-en-1-yl)-7-methyl-1H-benzo[d]imidazol-2-yl)-2,4-dimethyloxazole-5-carboxamide